ClC1=C(C=CC(=C1)S(N)(=O)=O)C=1N=C2N(C=CC(=C2)C)C1C[C@H]1CN(CCO1)C(=O)OC methyl (S)-2-((2-(2-chloro-4-sulfamoylphenyl)-7-methylimidazo[1,2-a]pyridin-3-yl)methyl)morpholine-4-carboxylate